ClC=1N=C(C2=C(N1)C=CC=N2)N2[C@@H](CCC2)CO (S)-(1-(2-chloropyrido[3,2-d]pyrimidin-4-yl)pyrrolidin-2-yl)methanol